C1(CC1)C=1C(=C(OC=2N=NC(=CC2C2=NOC[C@H](N2)CC2=C(C=C(C=C2)Cl)Cl)C(=C)OCC)C=CC1)F |r| (5RS)-3-[3-(3-cyclopropyl-2-fluoro-phenoxy)-6-(1-ethoxy-vinyl)pyridazin-4-yl]-5-[(2,4-dichlorophenyl)methyl]-5,6-dihydro-4H-1,2,4-oxadiazine